FC1=CC=CC=2N=C(OC(C21)=O)S 5-fluoro-2-mercapto-4H-benzo[d][1,3]oxazin-4-one